4-(4-(4-ethylpiperazin-1-yl)-[1,4'-bipiperidin]-1'-yl)-3-((3-fluoro-4-(hexadecyloxy)phenyl)sulfonyl)-6-(methylsulfinyl)quinoline C(C)N1CCN(CC1)C1CCN(CC1)C1CCN(CC1)C1=C(C=NC2=CC=C(C=C12)S(=O)C)S(=O)(=O)C1=CC(=C(C=C1)OCCCCCCCCCCCCCCCC)F